10-{3,5-bis(tribromomethyl)phenyl}decyltrimethoxysilane BrC(C=1C=C(C=C(C1)C(Br)(Br)Br)CCCCCCCCCC[Si](OC)(OC)OC)(Br)Br